C(N)(=O)C1=NC(=NC=C1)NC(=O)C=1N(N=C2C=C(C=CC12)F)CC1CCCCC1 N-(4-carbamoylpyrimidin-2-yl)-2-(cyclohexylmethyl)-6-fluoroindazole-3-carboxamide